methyl 3-methoxy-1-methylcyclobutane-1-carboxylate COC1CC(C1)(C(=O)OC)C